ClC1=C(C=CC=C1)N1CCN(CC1)C1=NOC2=C1C=CC=C2 3-(4-(2-Chlorophenyl)piperazin-1-yl)benzo[d]isoxazole